2-{5-methyl-4-[4-(trifluoromethyl)piperidine-1-carbonyl]-1H-pyrazol-1-yl}-3H,4H,5H,6H,7H-cyclopenta[d]pyrimidin-4-one CC1=C(C=NN1C=1NC(C2=C(N1)CCC2)=O)C(=O)N2CCC(CC2)C(F)(F)F